(R)-3,4-difluoro-N-((1-(4-(hydroxyamino)-4-oxo-1-(2-oxo-1,2,3,4-tetrahydroquinolin-6-yl)butan-2-yl)-1H-1,2,3-triazol-4-yl)methyl)benzamide FC=1C=C(C(=O)NCC=2N=NN(C2)[C@H](CC=2C=C3CCC(NC3=CC2)=O)CC(=O)NO)C=CC1F